1-(methylsulfonyl)octahydro-1H-pyrido[3,4-b][1,4]oxazine CS(=O)(=O)N1C2C(OCC1)CNCC2